C(C)(C)(C)C1(NC(C=2N1C(C(=CC2Cl)NC2=NC=NC=C2)=O)=O)C(C)(C)C 3,3-di-tert-butyl-8-chloro-6-(pyrimidin-4-ylamino)-2,3-dihydroimidazo[1,5-a]pyridine-1,5-dione